(3S,4S)-6-(8-Fluoro-2-methylimidazo[1,2-a]pyridin-6-yl)-N-methyl-N-(2,2,6,6-tetramethylpiperidin-4-yl)[1,3]thiazolo[4,5-c]pyridin-2-amin FC=1C=2N(C=C(C1)C1=CC3=C(C=N1)N=C(S3)N(C3CC(NC(C3)(C)C)(C)C)C)C=C(N2)C